FC1(CCN(CC1)C=1C2=C(N=CN1)N(C(=C2)I)COCC[Si](C)(C)C)F 4-(4,4-difluoropiperidin-1-yl)-6-iodo-7-((2-(trimethylsilyl)ethoxy)methyl)-7H-pyrrolo[2,3-d]pyrimidine